CC1(CN(CCC1=O)C(=O)OC(C)(C)C)C tert-butyl 3,3-dimethyl-4-oxopiperidine-1-carboxylate